O=C1NC(CC[C@@H]1C1=CC(=NC=C1)N1CCN(CC1)CC(=O)OC(C)(C)C)=O.N1=CC=C(C=C1)\C=C\C1=CC=NC=C1 |r| (E)-1,2-bis(pyridin-4-yl) ethylene rac-tert-butyl 2-(4-{4-[(3R)-2,6-dioxopiperidin-3-yl]pyridin-2-yl}piperazin-1-yl)acetate